tert-Butyl 2-(5-fluoro-6-morpholinopyridin-3-yl)-1H-indole-1-carboxylate FC=1C=C(C=NC1N1CCOCC1)C=1N(C2=CC=CC=C2C1)C(=O)OC(C)(C)C